C(#N)C1=C(C=CC=C1C=1C=NN(C1)C)NC1=CC(=NC=C1C(=O)NOC)NC(=O)C1CC1 4-((2-cyano-3-(1-methyl-1H-pyrazol-4-yl)phenyl)amino)-6-(cyclopropanecarboxamido)-N-methoxynicotinamide